(3r,4r,5r)-1-(4-aminopyrimidin-2-yl)-3,5-difluoro-3-methylpiperidin-4-ol NC1=NC(=NC=C1)N1C[C@@]([C@@H]([C@@H](C1)F)O)(C)F